3-(((3-(pyridin-4-yl)-1H-1,2,4-triazol-5-yl)methyl)amino)benzoic acid N1=CC=C(C=C1)C1=NNC(=N1)CNC=1C=C(C(=O)O)C=CC1